C(C)(C)(C)C1=CC(C2=CC=CC=C12)Cl 3-(tert-butyl)-1-chloro-1H-inden